CC(C)(OC(=O)NCCC(C1=CC=CC=C1)OC(OCCl)=O)C carbonic acid chloromethyl 3-[[(1,1-dimethylethoxy)carbonyl]amino]-1-phenylpropyl ester